2-chloro-1-(5-(trifluoromethoxy)-1H-pyrrolo[2,3-b]pyridin-3-yl)ethan-1-one ClCC(=O)C1=CNC2=NC=C(C=C21)OC(F)(F)F